BrC1C=CCC(C1Br)Br 3,4,5-tribromocyclohexene